ClC=1C=C(C=CC1N1C(N(C=C1)C)=O)C1=C(C(=CC(=C1)C)C1=CC(=C2C=CNC2=C1)N1CCNCC1)O 1-(3-chloro-2'-hydroxy-5'-methyl-3'-(4-(piperazin-1-yl)-1H-indol-6-yl)-[1,1'-biphenyl]-4-yl)-3-methyl-1H-imidazol-2(3H)-one